C(C)C=1C(=CC=C2C=C(C=C(C12)C1=C(C=2N=C(N=C(C2C=N1)N1CC2(CC(C2)O)CCC1)OC[C@]12CCCN2C[C@@H](C1)F)F)O)F 6-(7-(8-ethyl-7-fluoro-3-hydroxynaphthalen-1-yl)-8-fluoro-2-(((2R,7aS)-2-fluorohexahydro-1H-pyrrolizin-7a-yl)methoxy)pyrido[4,3-d]pyrimidin-4-yl)-6-azaspiro[3.5]nonan-2-ol